C(C1CO1)OC1=CC=C(C=C1)CCC 4-(2,3-epoxypropoxy)phenylpropane